tert-Butyl (2R,5S)-4-(6-chloro-1-(6-ethyl-2-isopropyl-4-methylpyridin-3-yl)-7-(2-fluorophenyl)-2-oxo-1,2-dihydropyrido[2,3-d]pyrimidin-4-yl)-2,5-dimethylpiperazine-1-carboxylate ClC1=CC2=C(N(C(N=C2N2C[C@H](N(C[C@@H]2C)C(=O)OC(C)(C)C)C)=O)C=2C(=NC(=CC2C)CC)C(C)C)N=C1C1=C(C=CC=C1)F